Pyrrolo[1,2-c]Imidazole-3(2H)-thione C1C=2N(C(N1)=S)C=CC2